N-(4-((3S,5S)-3-amino-5-methylpiperidin-1-yl)-5-(1-(2,2,2-trifluoroethyl)-1H-pyrazol-4-yl)pyridin-2-yl)-1-isopropyl-1H-pyrazolo[3,4-b]pyridin-6-amine N[C@@H]1CN(C[C@H](C1)C)C1=CC(=NC=C1C=1C=NN(C1)CC(F)(F)F)NC1=CC=C2C(=N1)N(N=C2)C(C)C